2-Methyl-7'-(trifluoromethyl)-1H,4'H-spiro[isoquinoline-4,1'-naphthalene]-1,3,4'(2H)-trione CN1C(C2=CC=CC=C2C2(C=CC(C3=CC=C(C=C23)C(F)(F)F)=O)C1=O)=O